5-(4-bromophenyl)-1-(naphthalen-2-yl)-1,2,3-triazole-4-carbonitrile BrC1=CC=C(C=C1)C1=C(N=NN1C1=CC2=CC=CC=C2C=C1)C#N